C(#N)C(CCCO)(C)SC(=S)SCCCCCCCCCCCC 4-Cyano-4-[(dodecylsulfanylthiocarbonyl)sulfanyl]pentanol